2,5-diamino-benzo-dithiazole NS1SC2=C(N1)C=C(C=C2)N